N(=[N+]=[N-])CC(F)(F)F 2-Azido-1,1,1-trifluoro-ethane